tert-butyl 7-(6-(8-fluoro-2-methylimidazo[1,2-a]pyridine-6-carboximidamido)-5-methylpyridin-3-yl)-4,7-diazaspiro[2.5]octane-4-carboxylate FC=1C=2N(C=C(C1)C(NC1=C(C=C(C=N1)N1CCN(C3(CC3)C1)C(=O)OC(C)(C)C)C)=N)C=C(N2)C